IMIDAZOLINON C1C(=O)NC=N1